1-(3,7-dibromo-8-methyl-10H-benzo[b]pyrido[2,3-e][1,4]oxazin-10-yl)-2-morpholinoethan-1-one BrC1=CC2=C(N(C3=C(O2)C=C(C(=C3)C)Br)C(CN3CCOCC3)=O)N=C1